(4-fluoro-3-methyl-phenyl)-3-nitroaniline FC1=C(C=C(C=C1)NC1=CC(=CC=C1)[N+](=O)[O-])C